ClC1=C(C=CC(=C1)C(F)(F)F)NC(CN1C=2N(C(C(=C1CC)N1CCNCC1)=O)N=C(N2)C2=CCC1(COC1)CC2)=O N-(2-chloro-4-(trifluoromethyl)phenyl)-2-(5-ethyl-7-oxo-6-(piperazin-1-yl)-2-(2-oxaspiro[3.5]non-6-en-7-yl)-[1,2,4]triazolo[1,5-a]pyrimidin-4(7H)-yl)acetamide